6-(tert-butyl)-2-((4-(4-methylpiperazin-1-yl)phenyl)amino)-8,9-dihydroimidazo[1,2-a]pyrimido[5,4-e]pyrimidin-5(6H)-one C(C)(C)(C)N1C=2N(C3=C(C1=O)C=NC(=N3)NC3=CC=C(C=C3)N3CCN(CC3)C)CCN2